N1N=CC2=C1C1CCCCC1C2 1,4,4a,5,6,7,8,8a-octahydroindeno[1,2-c]pyrazol